(S)-1-(2-(1-(4-(2-fluoro-3-methoxyphenoxy)phenyl)-5-methylimidazo[1,5-a]pyrazin-3-yl)pyrrolidin-1-yl)but-2-yn-1-one FC1=C(OC2=CC=C(C=C2)C=2N=C(N3C2C=NC=C3C)[C@H]3N(CCC3)C(C#CC)=O)C=CC=C1OC